(S)-3-(trifluoromethyl)-6,6a,7,8,9,10-hexahydropyrazino[1,2-d]pyrido[3,2-b][1,4]thiazine 5,5-dioxide FC(C1=CC=2S(C[C@H]3N(C2N=C1)CCNC3)(=O)=O)(F)F